N-dodecyl-1-hydroxy-2-naphthamide C(CCCCCCCCCCC)NC(=O)C1=C(C2=CC=CC=C2C=C1)O